2-(((1R)-1-(3,7-dimethyl-4-oxo-2-(1-(trifluoromethyl)-3-azabicyclo[3.1.0]hexan-3-yl)-4H-pyrido[1,2-a]pyrimidin-9-yl)ethyl)amino)benzoic acid CC1=C(N=C2N(C1=O)C=C(C=C2[C@@H](C)NC2=C(C(=O)O)C=CC=C2)C)N2CC1(CC1C2)C(F)(F)F